6-Bromo-2-methyl-indazole-3-carbonitrile BrC=1C=CC2=C(N(N=C2C1)C)C#N